3-(4,4-difluoropiperidin-1-yl)-4-(1,3,4-oxadiazol-2-yl)aniline FC1(CCN(CC1)C=1C=C(N)C=CC1C=1OC=NN1)F